ClC1=CC=C2C(=NN(C2=C1)C1=CC(=CC=C1)S(=O)(=O)C)C(C)N1N=C(C=C1)C 1-(1-(6-Chloro-1-(3-(methylsulfonyl)phenyl)-1H-indazol-3-yl)ethyl)-3-methyl-1H-pyrazole